N-(6-(1-cyclopropyl-1H-pyrazol-5-yl)-2-(o-tolylamino)-1,5-naphthyridin-3-yl)-5-fluorobenzo[d]isothiazole-3-carboxamide C1(CC1)N1N=CC=C1C=1N=C2C=C(C(=NC2=CC1)NC1=C(C=CC=C1)C)NC(=O)C1=NSC2=C1C=C(C=C2)F